C(CC)SCCC dipropyl sulfide